N1CC(C1)N(C=1C=CC(=C(C(=O)N[C@H](C)C2=C(C=CC=C2)C=2SC=CC2)C1)C)C (R)-5-(azetidin-3-yl(methyl)amino)-2-methyl-N-(1-(2-(thiophen-2-yl)phenyl)ethyl)benzamide